6-[(1R)-1-aminoethyl]-2-chloro-N-[(furan-2-yl)methyl]-7-methylthieno[3,2-d]pyrimidin-4-amine N[C@H](C)C1=C(C=2N=C(N=C(C2S1)NCC=1OC=CC1)Cl)C